N(=C=S)C=1C=C(SC1)C(C[N+](=O)[O-])C1=C(NC2=CC=CC=C12)C1=CC=CC=C1 3-(1-(4-isothiocyanatothiophen-2-yl)-2-nitroethyl)-2-phenyl-1H-indole